ClC=1C=C(C=CC1Cl)N1CCN(CC1)CCCC(CCCCB(O)O)C(=O)OC 4-(3,4-dichlorophenyl)piperazin-1-yl-5-(methoxycarbonyl)octylboronic acid